((4-(6-chlorohexyloxy) phenyl) diazenyl) benzoate C(C1=CC=CC=C1)(=O)ON=NC1=CC=C(C=C1)OCCCCCCCl